C(C)(=O)C1=CC=C(C=C1)N1CCC2(C1=NC1=CN=CC=C1C2=O)O 1-(4-acetylphenyl)-3a-hydroxy-1H,2H,3H,3aH,4H-pyrrolo[2,3-b]1,7-naphthyridin-4-one